sulfo-succinimidyloxycarbonyloxyethylsulfone S(=O)(=O)(O)C(CS(=O)(=O)CC(S(=O)(=O)O)OC(=O)ON1C(CCC1=O)=O)OC(=O)ON1C(CCC1=O)=O